(1R,3s,5S)-3-(methylamino)-8-azabicyclo[3.2.1]octane-8-carboxylic acid tert-butyl ester C(C)(C)(C)OC(=O)N1[C@H]2CC(C[C@@H]1CC2)NC